BrC1=CC=C(C=C1)NC(CCC=C)=O N-(4-bromophenyl)pent-4-enamide